(3-(2,3-dioxo-3,4-dihydroquinoxalin-1(2H)-yl) propoxy) methylethyl carbonate C(OOCCCN1C(C(NC2=CC=CC=C12)=O)=O)(OC(C)C)=O